BrC=1C=C2C(=CNC2=CC1Cl)P(=O)=C(O)C[N+](C)(C)C 5-bromo-6-chloro-3-indolyl-phosphorylcholine